1-(3-Fluoro-5-methylpyridin-4-yl)-7-methoxy-3-methyl-8-(1-methyl-1H-1,2,3-triazol-4-yl)-1,3-dihydroimidazo-[4,5-c]quinolin-2-one FC=1C=NC=C(C1N1C(N(C=2C=NC=3C=C(C(=CC3C21)C=2N=NN(C2)C)OC)C)=O)C